(2r,3s,4s,5r,6r)-2-(hydroxymethyl)-6-octoxyoxazolidin-3,4,5-triol OCC(C)CCC[C@@H](CC)O[C@@H]1O[C@H]([C@@H](N1O)O)O